C(CCCCCCC)OP(=O)(O)O.P(=O)(OCCCCCCCC)(O)O octyl dihydrogen phosphate (octyl dihydrogen phosphate)